3-(5-(5-(4-chlorophenyl)-1-methyl-1H-pyrazol-3-yl)-1-oxoisoindolin-2-yl)piperidine-2,6-dione ClC1=CC=C(C=C1)C1=CC(=NN1C)C=1C=C2CN(C(C2=CC1)=O)C1C(NC(CC1)=O)=O